nonyldocosa-13,16-dien-1-amine C(CCCCCCCC)C(CCCCCCCCCCCC=CCC=CCCCCC)N